C(C)(C)(C)N1N=CC(=C1)C=1C=C(C=C(C1)C=1C=NN(C1)C)[C@@H](C)NC(C1=C(C=CC(=C1)OCCN(C)C)C)=O (R)-N-(1-(3-(1-(tert-butyl)-1H-pyrazol-4-yl)-5-(1-methyl-1H-pyrazol-4-yl)phenyl)ethyl)-5-(2-(dimethylamino)ethoxy)-2-methylbenzamide